(R,E)-3-(2,4-Dihydroxy-3,3-dimethylbutanamido)acrylic Acid O[C@@H](C(=O)N/C=C/C(=O)O)C(CO)(C)C